tert-butyl 4-((1-(4-chloro-3-(2,4-dioxotetrahydropyrimidin-1(2H)-yl)benzoyl)piperidin-4-yl)methyl)piperazine-1-carboxylate ClC1=C(C=C(C(=O)N2CCC(CC2)CN2CCN(CC2)C(=O)OC(C)(C)C)C=C1)N1C(NC(CC1)=O)=O